C[C@H](CC(=O)O)C(=O)OC(C)(C)C (R)-3-methyl-4-tert-butoxy-4-oxo-butyric acid